tert-butyl (6-oxo-7-(2-(2-(2-(prop-2-yn-1-yloxy)ethoxy)ethoxy)ethyl)-3,10,13,16-tetraoxa-7-azanonadec-18-yn-1-yl)carbamate O=C(CCOCCNC(OC(C)(C)C)=O)N(CCOCCOCCOCC#C)CCOCCOCCOCC#C